ClC1=C(C=CC=C1)N1C(N(C(C1=O)=O)C1CN(C(C1)=O)C1=C(C=CC=C1)F)=O 1-(2-chlorophenyl)-3-[1-(2-fluorophenyl)-5-oxopyrrolidin-3-yl]imidazolidine-2,4,5-trione